5-(5-bromo-1,3-thiazol-4-yl)-1,3,4-thiadiazol-2-amine BrC1=C(N=CS1)C1=NN=C(S1)N